5-chloro-N-[(3s,6r)-6-{5-[2-(trifluoromethoxy)ethoxy]-1,3,4-oxadiazol-2-yl}piperidin-3-yl]-1-benzofuran-2-carboxamide ClC=1C=CC2=C(C=C(O2)C(=O)N[C@@H]2CN[C@H](CC2)C=2OC(=NN2)OCCOC(F)(F)F)C1